2-(1-methylpropyl)-5-methylphenol, Potassium salt [K].CC(CC)C1=C(C=C(C=C1)C)O